CN(C)CCOC(C1=C(C=C(C=C1)[N+](=O)[O-])Cl)=O 4-nitro-2-chlorobenzoic acid-N,N-dimethylaminoethyl ester